C(C)OC(CC1CC2(C1)CC(C2)N)=O (Ra)-2-(6-aminospiro[3.3]heptan-2-yl)acetic acid ethyl ester